CN(C1CCC(CC1)C1(CC=2C=C3CCN(C(C3=C(C2O1)C)=O)CC=1C(NC(=CC1[Se]C)C)=O)C)C 2-(4-(Dimethylamino)cyclohexyl)-2,9-dimethyl-7-((6-methyl-4-(methylseleno)-2-oxo-1,2-dihydropyridin-3-yl)methyl)-2,3,6,7-tetrahydrofurano[3,2-g]isoquinolin-8(5H)-one